3-chloro-2,5-dimethylpyrazine ClC=1C(=NC=C(N1)C)C